3-(5-fluoroquinolin-8-yl)pyridine-2,6-diamine FC1=C2C=CC=NC2=C(C=C1)C=1C(=NC(=CC1)N)N